3-(7-(5,6-dimethyl-1H-indazol-4-yl)-2-((hexahydro-1H-pyrrolizin-7a-yl)methoxy)-5,6,7,8-tetrahydropyrido[3,4-d]pyrimidin-4-yl)-3-azabicyclo[3.2.1]octan-6-ol CC=1C(=C2C=NNC2=CC1C)N1CC=2N=C(N=C(C2CC1)N1CC2CC(C(C1)C2)O)OCC21CCCN1CCC2